Ethyl 3-(3-(1-(9-((4,6-difluoro-1H-indol-5-yl)oxy)imidazo[2,1-a]isoquinolin-3-yl)ethyl)-2-fluorophenyl)propanoate FC1=C2C=CNC2=CC(=C1OC1=CC=C2C=CN3C(C2=C1)=NC=C3C(C)C=3C(=C(C=CC3)CCC(=O)OCC)F)F